methyl 6-fluoro-7-iodobenzo[d][1,3]dioxole-4-carboxylate FC=1C=C(C2=C(OCO2)C1I)C(=O)OC